1-(5-(((5-chlorothiophen-2-yl)methyl)amino)-3-(1-(2-morpholino-2-oxoethyl)piperidin-4-yl)-1H-pyrazol-1-yl)-2,2-dimethylpropan-1-one ClC1=CC=C(S1)CNC1=CC(=NN1C(C(C)(C)C)=O)C1CCN(CC1)CC(=O)N1CCOCC1